BrC1=NN(C=C1)C=1N=NC(=CC1)C(F)(F)F (3-bromo-1H-pyrazol-1-yl)-6-(trifluoromethyl)pyridazine